2-(3-(hydroxymethyl)tetrahydrofuran-3-yl)acetonitrile OCC1(COCC1)CC#N